NC=1OC2=C(C=NC=C2N2CC(SCC2)C(=O)N2[C@H](C3=C(C=C(C=C3CC2)Cl)Cl)C)N1 (4-(2-aminooxazolo[4,5-c]pyridin-7-yl)thiomorpholin-2-yl)((S)-6,8-dichloro-1-methyl-3,4-dihydroisoquinolin-2(1H)-yl)methanone